3-(4-(2-Acetoxyethoxy)-phenyl)-5,7-di-tert-butyl-benzofuran-2-on C(C)(=O)OCCOC1=CC=C(C=C1)C1C(OC2=C1C=C(C=C2C(C)(C)C)C(C)(C)C)=O